Aluminum-Nickel Fluoride [Ni](F)F.[Al]